2,6-Diphenylisonicotinic acid methyl ester COC(C1=CC(=NC(=C1)C1=CC=CC=C1)C1=CC=CC=C1)=O